tert-butyl (1S,4R)-2-(((benzyloxy) carbonyl) (3-methoxypropyl) amino)-7-azabicyclo[2.2.1]heptane-7-carboxylate C(C1=CC=CC=C1)OC(=O)N(C1[C@@H]2CC[C@H](C1)N2C(=O)OC(C)(C)C)CCCOC